8-chloro-2-cyclohexyl-1H-pyrrolo[3,4-c]isoquinoline-1,3(2H)-dione ClC1=CC=2C3=C(N=CC2C=C1)C(N(C3=O)C3CCCCC3)=O